(R)-1-(2-(1-((3-(bis(3,4-dimethylbenzyl)amino)-1,2,4-triazin-5-yl)amino)ethyl)-6-cyclopropylimidazo[1,2-a]pyridin-8-yl)-3-methylimidazolidine-2,4-dione CC=1C=C(CN(C=2N=NC=C(N2)N[C@H](C)C=2N=C3N(C=C(C=C3N3C(N(C(C3)=O)C)=O)C3CC3)C2)CC2=CC(=C(C=C2)C)C)C=CC1C